BrC=1C=CC(=NC1)NC=1SC(=CN1)C1=NC(=NC=C1)OC1CCCCC1 N-(5-bromopyridin-2-yl)-5-(2-(cyclohexyloxy)pyrimidin-4-yl)thiazol-2-amine